C(CCCC)C(=O)[O-] Amylformate